N1=C(C=CC=C1)C(C)=O 1-(2-pyridyl)ethanone